C(C)OCC(C)[Si](OCC)(OCC)OCC 1-ethoxy-2-propyl-tris(ethoxy)silicon